NC1=CC=C(C(=O)N2CCN(CC2)C(=O)[O-])C=C1 4-(4-Aminobenzoyl)piperazine-1-carboxylate